(1s,2r,3s)-N-(8-amino-7-fluoro-6-(8-methyl-2,3-dihydro-1H-pyrido[2,3-b][1,4]oxazin-7-yl)isoquinolin-3-yl)-2-ethyl-3-(1-methyl-1H-pyrazol-4-yl)cyclopropane-1-carboxamide NC=1C(=C(C=C2C=C(N=CC12)NC(=O)[C@H]1[C@@H]([C@@H]1C=1C=NN(C1)C)CC)C1=C(C2=C(OCCN2)N=C1)C)F